COS(=O)(=O)C1CCNCC1 4-(methylsulfo)piperidine